N-(4-(3-Amino-7-(3,3-dimethylbut-1-yn-1-yl)-1H-indazol-5-yl)pyridin-2-yl)-4-methyloxazol-2-amine NC1=NNC2=C(C=C(C=C12)C1=CC(=NC=C1)NC=1OC=C(N1)C)C#CC(C)(C)C